C(C)OC(=O)C=1C=NC(=C(C1)\C=C(/F)\C=1C=NC(=CC1)N)C 5-[(Z)-2-(6-aminopyridin-3-yl)-2-fluorovinyl]-6-methylpyridine-3-carboxylic acid ethyl ester